(R)- or (S)-methyl ((1-(4-(trifluoromethyl)phenyl)-1,2,3,4-tetrahydro-1,5-naphthyridin-3-yl)methyl)carbamate FC(C1=CC=C(C=C1)N1C[C@H](CC2=NC=CC=C12)CNC(OC)=O)(F)F |o1:10|